6-Bromo-1H-indazole-4-carbaldehyde BrC=1C=C(C=2C=NNC2C1)C=O